N(=[N+]=[N-])CCCCCC(CS(=O)(=O)C=1C=C(C(=O)NCCOCCOCCOCCN=[N+]=[N-])C=CC1)O 3-((7-azido-2-hydroxyheptyl)sulfonyl)-N-(2-(2-(2-(2-azidoethoxy)ethoxy)ethoxy)ethyl)benzamide